NC1=C(C=C(C=N1)C=1C=C2N(N1)CCC21CN(CC1)C(=O)N[C@H](COC)C1=CC=CC=C1)OC(F)(F)F 2'-[6-amino-5-(trifluoromethoxy)pyridin-3-yl]-N-[(1S)-2-methoxy-1-phenylethyl]-5',6'-dihydrospiro[pyrrolidine-3,4'-pyrrolo[1,2-b]pyrazole]-1-carboxamide